N-{4-[(8,8-difluoro-3,6-diazabicyclo[4.3.0]non-3-yl)methyl]phenyl}{[(4-methoxyphenyl)methyl]amino}carboxamide FC1(CN2CCN(CC2C1)CC1=CC=C(C=C1)NC(=O)NCC1=CC=C(C=C1)OC)F